N(=[N+]=[N-])C(C1=C(OC(=C1)C1=CC=CC=C1)C1=CC=CC=C1)C1=CC=CC=C1 3-(azido(phenyl)methyl)-2,5-diphenylfuran